Nickel-Oxid [Ni]=O